6-(bis(4-methoxybenzyl)amino)-2-(methylsulfonyl)-9H-purin-8-ol COC1=CC=C(CN(C2=C3N=C(NC3=NC(=N2)S(=O)(=O)C)O)CC2=CC=C(C=C2)OC)C=C1